N-(5-amino-2-methylpyridin-3-yl)-6-(1-methyl-1H-pyrazol-4-yl)pyrazolo[1,5-a]pyrazine-3-carboxamide NC=1C=C(C(=NC1)C)NC(=O)C=1C=NN2C1C=NC(=C2)C=2C=NN(C2)C